3-(3-((2-((1-(1-isopropylpiperidin-4-yl)-3-methyl-1H-pyrazol-4-yl)amino)-5-(trifluoromethyl)pyrimidin-4-yl)amino)propyl)-1,3-oxazinan-2-one C(C)(C)N1CCC(CC1)N1N=C(C(=C1)NC1=NC=C(C(=N1)NCCCN1C(OCCC1)=O)C(F)(F)F)C